1-[4-[5-cyclopropyl-3-methyl-4-oxo-6-(trifluoromethyl)imidazo[4,5-c]pyridin-2-yl]-3-ethylsulfanyl-phenyl]cyclopropanecarbonitrile C1(CC1)N1C(C2=C(C=C1C(F)(F)F)N=C(N2C)C2=C(C=C(C=C2)C2(CC2)C#N)SCC)=O